cyclopropyl(4-(2-ethyl-3-((4-(4-fluorophenyl)thiazol-2-yl)(methyl)amino)imidazo[1,2-a]pyridin-6-yl)piperazin-1-yl)methanone C1(CC1)C(=O)N1CCN(CC1)C=1C=CC=2N(C1)C(=C(N2)CC)N(C)C=2SC=C(N2)C2=CC=C(C=C2)F